[Cl-].N1CCCCC1.N1CCCCC1 Bis-piperidine chloride salt